5-[1-(benzenesulfonyl)-2-phenylpyrrolo[2,3-b]pyridin-4-yl]-2-{3-[(tert-butyldiphenylsilyl)oxy]propyl}-4-(4-fluorophenyl)-1,3-thiazole C1(=CC=CC=C1)S(=O)(=O)N1C(=CC=2C1=NC=CC2C2=C(N=C(S2)CCCO[Si](C2=CC=CC=C2)(C2=CC=CC=C2)C(C)(C)C)C2=CC=C(C=C2)F)C2=CC=CC=C2